C1(CC1)N1C(=C(C(C2=CC=C(C=C12)N1CCNCC1)=O)C(=O)O)F 1-cyclopropyl-fluoro-1,4-dihydro-4-oxo-7-(1-piperazinyl)-3-quinolinecarboxylic acid